N-(6-(2,4-dichlorophenyl)-1-phenyl-1H-pyrazolo[3,4-d]pyrimidin-4-yl)-5-nitrothiophene-2-carboxamide ClC1=C(C=CC(=C1)Cl)C1=NC(=C2C(=N1)N(N=C2)C2=CC=CC=C2)NC(=O)C=2SC(=CC2)[N+](=O)[O-]